COC1=C(C=CC(=C1)OC)CNC=1N=CC2=C(N1)N(C(C(=C2)N2CCN(C1=C(C=CC=C21)C)C(=O)OCC2=CC=CC=C2)=O)C=2C=NC(=CC2)OCCN(C)C benzyl 4-[2-[(2,4-dimethoxyphenyl)methylamino]-8-[6-[2-(dimethylamino)ethoxy]-3-pyridyl]-7-oxo-pyrido[2,3-d]pyrimidin-6-yl]-8-methyl-2,3-dihydroquinoxaline-1-carboxylate